3-[2-[2-(2,6-dioxo-3-piperidinyl)-1,3-dioxo-isoindol-5-yl]oxyethoxy]azetidine-1-carboxylic acid tert-butyl ester C(C)(C)(C)OC(=O)N1CC(C1)OCCOC=1C=C2C(N(C(C2=CC1)=O)C1C(NC(CC1)=O)=O)=O